C(C1=CC=CC=C1)OCC=1C(N(C=CC1)C=1C=NC(=CC1)N[C@@H]1C[C@H](CC1)NC1=NC=C(C=N1)OC(F)F)=O (benzyloxy)methyl-6'-(((1S,3S)-3-((5-(difluoromethoxy)pyrimidin-2-yl)-amino)cyclopentyl)amino)-2H-[1,3'-bipyridine]-2-one